FC=1C=C(O[C@@H]2C[C@H](C2)NC2=NC=3N([C@H](C(NC3C(=N2)C)=O)C)C)C=C(C1OC)F (7S)-2-((trans-3-(3,5-difluoro-4-methoxyphenoxy)cyclobutyl)amino)-4,7,8-trimethyl-7,8-dihydropteridin-6(5H)-one